5-ETHYNYL-3,4-DIMETHYL-1H-PYRROLE-2-CARBALDEHYDE C(#C)C1=C(C(=C(N1)C=O)C)C